ethyl 3-(5-((2-fluorobenzyl) oxy)-2-methylpyrazolo[1,5-a]pyridine-3-carboxamido)-2-oxopyrrolidine-3-carboxylate FC1=C(COC2=CC=3N(C=C2)N=C(C3C(=O)NC3(C(NCC3)=O)C(=O)OCC)C)C=CC=C1